Cobalt di-tert-butoxide CC(C)(C)[O-].CC(C)(C)[O-].[Co+2]